C1(=CC=CC=C1)C1C(C1)C(=O)O 2-phenyl-1-cyclopropanecarboxylic acid